(1r,5s,6r)-N,N-dimethyl-3-(9-(3-(trifluoromethyl)-1,2,4-oxadiazol-5-yl)-3-oxa-9-azabicyclo[3.3.1]non-7-yl)-3-azabicyclo[3.1.0]hexane-6-carboxamide CN(C(=O)C1[C@H]2CN(C[C@@H]12)C1CC2COCC(C1)N2C2=NC(=NO2)C(F)(F)F)C